C(C)(C)(C)OC(CN1CCC2(CC1)CCC1=C(C=CC=C12)N=C(C1=CC=CC=C1)C1=CC=CC=C1)=O 2-(4-((diphenylmethylene)amino)-2,3-dihydro-spiro[inden-1,4'-piperidin]-1'-yl)acetic acid tert-butyl ester